(3,5-difluoro-4-((7-(2-hydroxyethoxy)-6-methoxyquinolin-4-yl)oxy)phenyl)-4-(2,2-difluoroethoxy)pyridine-3-carboxamide FC=1C=C(C=C(C1OC1=CC=NC2=CC(=C(C=C12)OC)OCCO)F)C1=NC=CC(=C1C(=O)N)OCC(F)F